tert-Butyl (2-((3,5-dicyano-4-ethyl-6-mercaptopyridin-2-yl)(methyl)amino)ethyl)carbamate C(#N)C=1C(=NC(=C(C1CC)C#N)S)N(CCNC(OC(C)(C)C)=O)C